Tert-butyl 3-(2-((4-fluorophenyl)(methyl-d3)carbamoyloxy)-3,5-bis(trifluoromethyl)phenyl)-2-oxo-2,3-dihydro-1H-imidazole-1-carboxylate FC1=CC=C(C=C1)N(C(=O)OC1=C(C=C(C=C1C(F)(F)F)C(F)(F)F)N1C(N(C=C1)C(=O)OC(C)(C)C)=O)C([2H])([2H])[2H]